N'-(3,4-dichlorophenyl)-N,N'-dimethylurea ClC=1C=C(C=CC1Cl)N(C(NC)=O)C